S1C(CCCC1)=O thianone